(S)-N-(7-(4-fluorobenzyl)-2-methyl-2,3-dihydro-1H-pyrido[2,3-b][1,4]oxazin-6-yl)acetamide FC1=CC=C(CC2=CC3=C(OC[C@@H](N3)C)N=C2NC(C)=O)C=C1